3-Bromo-pyrrolo[1,2-f]phenanthridin BrC1=CC=C2N1C=1C=CC=CC1C=1C=CC=CC21